(R)-2'-deoxy-2'-fluoro-2'-C-methylguanosine F[C@]1([C@@H](O[C@@H]([C@H]1O)CO)N1C=NC=2C(=O)NC(N)=NC12)C